ClC=1C=C2C(=CC=NC2=C(C1)F)C(C)N[S@@](=O)C(C)(C)C (S)-N-(1-(6-chloro-8-fluoroquinolin-4-yl)ethyl)-2-methylpropane-2-sulfinamide